C[C@@H]1CN(C[C@@H](O1)C)C(=O)C=1C2=C(N(N1)CC(=O)N1CC(CC1)C1=C(C=CC=C1)C(F)(F)F)CCC2 2-{3-[(2R,6S)-2,6-Dimethylmorpholin-4-carbonyl]-5,6-dihydrocyclopenta[c]pyrazol-1(4H)-yl}-1-{3-[2-(trifluoromethyl)phenyl]pyrrolidin-1-yl}ethan-1-on